ethyl-7,8-difluoro-N-phenyl-[1,2,4]triazolo[4,3-a]quinazolin-5-amine C(C)C1=NN=C2N1C1=CC(=C(C=C1C(=N2)NC2=CC=CC=C2)F)F